ClC=1C=2N(C=C(N1)C=1C=NN(C1)CC1=CC=C(C=C1)OC)N=CC2C#N 4-chloro-6-(1-(4-methoxybenzyl)-1H-pyrazol-4-yl)pyrazolo[1,5-a]Pyrazine-3-Nitrile